(2R)-2-amino-N-methyl-propanamide N[C@@H](C(=O)NC)C